CC1=CC=C(N=N1)NC1=CC2=C(N(C=N2)C2=NC=CC=C2C#N)C=C1 5-[(6-methylpyridazin-3-yl)amino]benzimidazol-1-yl-pyridine-3-carbonitrile